1-(4-amino-5-iodo-1-methyl-6-oxo-1,6-dihydropyrimidin-2-yl)-4-methylpiperidin NC=1N=C(N(C(C1I)=O)C)N1CCC(CC1)C